(S)-2-(Methylthio)-8-((5-oxopyrrolidin-2-yl)methyl)-5-((triisopropylsilyl)ethynyl)pyrido[2,3-d]pyrimidin-7(8H)-one CSC=1N=CC2=C(N1)N(C(C=C2C#C[Si](C(C)C)(C(C)C)C(C)C)=O)C[C@H]2NC(CC2)=O